sodium persulfate iron [Fe+2].S(=O)(=O)([O-])OOS(=O)(=O)[O-].[Na+]